1-trifluoromethoxyphenyl-3-(1-acetylpiperidin-4-yl)urea FC(OC1(CC=CC=C1)NC(=O)NC1CCN(CC1)C(C)=O)(F)F